3-amino-phenyl mercaptan NC=1C=C(C=CC1)S